(E)-3-(3-oxo-3-phenylprop-1-en-1-yl)-1H-pyrazole-5-carboxylic acid ethyl ester C(C)OC(=O)C1=CC(=NN1)\C=C\C(C1=CC=CC=C1)=O